N1C(=NC2=C1C=CC=C2)CNC2=NN(C1=NC(=CN=C12)C1CC1)[C@@H]1C[C@H](C1)O trans-3-(3-{[(1H-benzimidazol-2-yl)methyl]amino}-6-cyclopropyl-1H-pyrazolo[3,4-b]pyrazin-1-yl)cyclobutan-1-ol